N[C@@H](CS)C(=O)O.FC=1C=C(C=CC1C=1C=NC(=CC1)C=1N=NN(N1)CC)N1C(O[C@@H](C1)C(C(F)(F)F)O)=O (S)-3-(3-fluoro-4-(6-(2-ethyl-2H-tetrazol-5-yl)pyridin-3-yl)phenyl)-5-(1-hydroxy-2,2,2-trifluoroethyl)oxazolidin-2-one L-CYSTEINEAT